4-nitrophenyl ((1s,3s)-3-(2-(trifluoromethyl)-4,5,6,7-tetrahydro-1H-benzo[d]imidazol-1-yl)cyclobutyl) carbonate C(OC1=CC=C(C=C1)[N+](=O)[O-])(OC1CC(C1)N1C(=NC2=C1CCCC2)C(F)(F)F)=O